(1r,4r)-N1-(5-Fluoro-4-(6-phenylimidazo[1,2-a]pyridin-3-yl)pyrimidin-2-yl)cyclohexane-1,4-diamine FC=1C(=NC(=NC1)NC1CCC(CC1)N)C1=CN=C2N1C=C(C=C2)C2=CC=CC=C2